N-(2-{3-amino-4-[(1-methoxypropan-2-yl)oxy]pyrrolidin-1-yl}-5,6,7,8-tetrahydroquinolin-6-yl)-5-chloro-7-ethyl-7H-pyrrolo[2,3-c]pyridazine-3-carboxamide NC1CN(CC1OC(COC)C)C1=NC=2CCC(CC2C=C1)NC(=O)C1=CC2=C(N=N1)N(C=C2Cl)CC